6-bromo-3-(bromomethyl)benzo[d]isoxazole BrC1=CC2=C(C(=NO2)CBr)C=C1